BrC1=CC=C(C=C1)C(C(F)(F)F)(C(F)(F)F)O 2-(4-bromophenyl)-1,1,1,3,3,3-hexafluoropropane-2-ol